C12(COCC2C1)COC1=NN=C(S1)NC(=O)C=1C=NC(=CC1C1=CC(=NC=C1OC)Cl)C N-(5-((3-oxabicyclo(3.1.0)hexane-1-yl)methoxy)-1,3,4-thiadiazol-2-yl)-2'-chloro-5'-methoxy-6-methyl-(4,4'-bipyridine)-3-carboxamide